ClC1=C(OC=2C=CC3=C(CCCC(N3)=O)C2)C(=CC(=C1)[N+](=O)[O-])Cl 7-(2,6-dichloro-4-nitro-phenoxy)-1,3,4,5-tetrahydro-1-benzazepin-2-one